FC=1C(=C(C(=C(C1)OB(O)O)F)F)F tetrafluorophenyl-boric acid